C(=C)N1CCCCCC1 ethenylazepan